CC(=O)N[C@@H]1[C@H]([C@@H]([C@H](O[C@H]1O)CO)O[C@H]2[C@@H]([C@H]([C@@H]([C@H](O2)CO)O[C@H]3[C@H]([C@H]([C@@H]([C@H](O3)CO[C@@H]4[C@H]([C@H]([C@@H]([C@H](O4)CO)O)O)O[C@H]5[C@@H]([C@H]([C@@H]([C@H](O5)CO)O[C@H]6[C@@H]([C@H]([C@H]([C@H](O6)CO)O)O[C@H]7[C@@H]([C@H]([C@@H]([C@H](O7)CO)O[C@H]8[C@@H]([C@H]([C@H]([C@H](O8)CO)O)O[C@H]9[C@@H]([C@H]([C@@H]([C@H](O9)CO)O)O)NC(=O)C)O)O)NC(=O)C)O)O)NC(=O)C)O)O[C@@H]1[C@H]([C@H]([C@@H]([C@H](O1)CO)O)O)O[C@H]1[C@@H]([C@H]([C@@H]([C@H](O1)CO)O[C@H]1[C@@H]([C@H]([C@H]([C@H](O1)CO)O)O[C@H]1[C@@H]([C@H]([C@@H]([C@H](O1)CO)O[C@H]1[C@@H]([C@H]([C@H]([C@H](O1)CO)O)O[C@H]1[C@@H]([C@H]([C@@H]([C@H](O1)CO)O)O)NC(=O)C)O)O)NC(=O)C)O)O)NC(=O)C)O)O)NC(=O)C)O The molecule is a branched amino oligosaccharide that is a pentadecasaccharide derivative consisting of a linear trisaccharide of beta-D-mannose and two N-acetyl-beta-D-glucosamine residues (one of which is at the reducing end) all linked in sequence (1->4), to the mannosyl residue of which are linked (1->3) and (1->6) two N-acetyl-beta-D-glucosaminyl-(1->3)-beta-D-galactosyl-(1->4)-N-acetyl-beta-D-glucosaminyl-(1->3)-beta-D-galactosyl-(1->4)-N-acetyl-beta-D-glucosaminyl-(1->2)-alpha-D-mannosyl linear hexasaccharide units. It is an amino oligosaccharide and a glucosamine oligosaccharide.